(+/-)-α-amino-3-(4'-chloro-5-phosphonomethyl-[1,1'-biphenyl]-3-yl)propanoic acid amide N[C@@H](C(=O)N)CC=1C=C(C=C(C1)CP(=O)(O)O)C1=CC=C(C=C1)Cl |r|